N(=[N+]=[N-])C1CCCC=2C=CC(=NC12)C1=CC=C(C=C1)C(F)(F)F 8-azido-2-(4-(trifluoromethyl)phenyl)-5,6,7,8-tetrahydroquinoline